FC1=C(C=C2C=N[C@@H](N(C2=C1)C(C)C1=C(C(=CC=C1)C(F)(F)F)C)C)I (R)-7-Fluoro-6-iodo-2-methyl-N-(1-(2-methyl-3-(trifluoromethyl)phenyl)ethyl)quinazoline